2-chloro-4-{[(15R)-15-methyl-13-oxo-11-thia-3,6,14,17-tetraazatetracyclo[8.8.0.02,7.012,18]octadeca-1(10),2(7),3,5,8,12(18)-hexaen-5-yl]oxy}pyrimidine-5-carboxamide ClC1=NC=C(C(=N1)OC=1C=NC=2C=3C=4NC[C@H](NC(C4SC3C=CC2N1)=O)C)C(=O)N